(2S)-4-[(2R)-3-(3,4-dihydro-1H-isoquinolin-2-yl)-2-hydroxypropyl]-2-methyl-8-[(1-methyl-4-piperidyl)oxy]-2,3-dihydro-1,4-benzoxazepine-5-one C1N(CCC2=CC=CC=C12)C[C@H](CN1C[C@@H](OC2=C(C1=O)C=CC(=C2)OC2CCN(CC2)C)C)O